C(C)(C)(C)OC(=O)N(S(=O)(=O)C1=CC(=C(C=C1F)N([C@@H]1CN(CC1)C(=O)OC(C)(C)C)C)Cl)C=1N=CSC1 tert-butyl (S)-3-((4-(N-(tert-butoxycarbonyl)-N-(thiazol-4-yl)sulfamoyl)-2-chloro-5-fluorophenyl)(methyl)amino)pyrrolidine-1-carboxylate